4-(2-methoxy-3-(1-methyl-1H-1,2,4-triazol-3-yl)phenylamino)pyrimidine-5-carboxylate COC1=C(C=CC=C1C1=NN(C=N1)C)NC1=NC=NC=C1C(=O)[O-]